[Na+].ClC1=CC(=C(OCC(=O)[O-])C=C1)C.C(C)C1C(CN2CCC=C12)O ethyl-2-hydroxytetrahydro-1H-pyrrolizine 4-chloro-2-methylphenoxyacetate sodium salt